NC=1C2=C(N=CN1)N(C(=C2C2=CC[C@@H](CC2)C(=O)N2[C@@H](CCC2)C#C)C2=CC=C(C=C2)NC(C(=C)C)=O)C N-(4-(4-amino-5-((R)-4-((S)-2-ethynylpyrrolidine-1-carbonyl)cyclohex-1-enyl)-7-methyl-7H-pyrrolo[2,3-d]pyrimidin-6-yl)phenyl)methacrylamide